CC1(C(C(CCC1)=C)/C=C/C(C)=O)C (E)-4-(2,2-dimethyl-6-methylenecyclohexyl)but-3-en-2-one